tert-butyl-(S)-4-(7-(4-cyanopyridin-2-yl)-5-iodo-7H-pyrrolo[2,3-d]pyrimidin-4-yl)-3-methylpiperazine C(C)(C)(C)N1C[C@@H](N(CC1)C=1C2=C(N=CN1)N(C=C2I)C2=NC=CC(=C2)C#N)C